methyl 3-[(3S)-2-oxopyrrolidin-3-yl]-L-alaninate, methanesulfonate salt CS(=O)(=O)O.O=C1NCC[C@H]1C[C@H](N)C(=O)OC